FC(S(=O)(=O)OC1=C(C2=C(C([C@@]3([C@@H](CC(C=C3OC)=O)C)O2)=O)C(=C1)OC)Cl)(F)F [(2S,5'R)-7-chloro-1',4-dimethoxy-5'-methyl-3,3'-dioxo-spiro[benzofuran-2,6'-cyclohexene]-6-yl] trifluoromethanesulfonate